4-[4-[5-[2-fluoro-5-[[6-oxo-4-(trifluoromethyl)-1H-pyridine-3-carbonyl]amino]-4-[(3R,5S)-3,4,5-trimethylpiperazin-1-yl]phenyl]pyrimidin-2-yl]piperazin-1-yl]-4-oxobutanoic acid FC1=C(C=C(C(=C1)N1C[C@H](N([C@H](C1)C)C)C)NC(=O)C1=CNC(C=C1C(F)(F)F)=O)C=1C=NC(=NC1)N1CCN(CC1)C(CCC(=O)O)=O